8-(3-chloro-2-fluorophenyl)-8-methyl-7,8-dihydropyrido[4,3-d]pyrimidin-5(6H)-one ClC=1C(=C(C=CC1)C1(CNC(C2=C1N=CN=C2)=O)C)F